N1C(=NC=C1)C(C)=O 1-(1H-imidazol-2-yl)ethanone